6-chloro-5-fluoropyrimidin-4(3H)-one ClC1=C(C(NC=N1)=O)F